di-isopropylbenzene monohydroperoxide [O-]O.C(C)(C)C1=C(C=CC=C1)C(C)C